The molecule is a primary aliphatic amine that is n-pentane in which a hydrogen of one of the methyl groups is replaced by an amino group. A water-soluble liquid with boiling point 104℃, it is a strong irritant. CCCCCN